FC(C1=CC=C(C=C1)N1N=CC(=C1)NC=1C=CC(=NC1)C#N)(F)F 5-((1-(4-(trifluoromethyl)phenyl)-1H-pyrazol-4-yl)amino)picolinonitrile